ClC1=CC=C2C(=CNC2=C1C1=NC=CC=N1)S(=O)(=O)NC1=NC(=C(C(=N1)OC)OCCF)OC 6-chloro-N-[5-(2-fluoroethoxy)-4,6-dimethoxy-pyrimidin-2-yl]-7-(2-pyrimidyl)-1H-indole-3-sulfonamide